5-(2-fluoro-6-hydroxy-3-(1-(tetrahydro-2H-pyran-4-yl)-1H-imidazol-4-yl)phenyl)-1,2,5-thiadiazolidin-3-one 1,1-dioxide FC1=C(C(=CC=C1C=1N=CN(C1)C1CCOCC1)O)N1CC(NS1(=O)=O)=O